C1(=CC=CC=C1)CC(=O)NCCSCC(=O)[O-] S-(β-phenylacetamidoethyl)mercaptoacetate